C1(=C(C=CC=C1)C1=C(C2=C(OC3=C2C=CC=C3)C=C1)C1=CC=CC=C1)C1=CC=CC=C1 [(biphenylyl)dibenzofuranyl]benzene